C1(=CC=CC=C1)C1N=C(OC1)C1=NC(=CC=C1)C=1OCC(N1)C1=CC=CC=C1 (+-)-2,6-bis[4-phenyl-2-oxazolinyl]pyridine